CC(C(=O)N1CC(C1)N1N=CC(=C1)C=1N=C(C=2N(C1)N=CC2)C=2C=NN(C2)C(CC)CC)C 2-methyl-1-(3-(4-(4-(1-(pent-3-yl)-1H-pyrazol-4-yl)pyrazolo[1,5-a]pyrazin-6-yl)-1H-pyrazol-1-yl)azetidin-1-yl)propan-1-one